C(#N)CC(=O)N1C[C@@H]2[C@H](C1)C(CC2)OC2=CC=NC1=CC(=C(C=C21)OC(C)C)C(=O)N 4-{[(3ar,6as)-2-(cyanoacetyl)octahydrocyclopenta[c]pyrrol-4-yl]oxy}-6-(propan-2-yloxy)quinoline-7-carboxamide